N,N-bis(3-methoxybenzyl)-4-((tetrahydro-2H-pyran-4-yloxy)methyl)thiazol-2-amine COC=1C=C(CN(C=2SC=C(N2)COC2CCOCC2)CC2=CC(=CC=C2)OC)C=CC1